(E)-ethyl 3-(2-amino-5-(benzylthio)phenyl)acrylate NC1=C(C=C(C=C1)SCC1=CC=CC=C1)/C=C/C(=O)OCC